[Si]=O.[B] boron-silicon oxide